FC1=C(C=2N(C=C1)C(=NC2)CC(C)N)F 1-(7,8-difluoroimidazo[1,5-a]pyridin-3-yl)propan-2-amine